Cl.C(C)(C)(C)OC(C(CCN)N)=O 2,4-diaminobutyric acid-t-butyl ester hydrochloride